C(=O)(O)[C@H](O)[C@@H](O)C(=O)O.CC(C)O 2-propanol L(+)-tartrate